COC1=CC=2C(=C3C(=NC2C=C1OCCCN1CCCC1)CCC3)N[C@@H]3CNCCOC3 (6R)-N-{7-methoxy-6-[3-(pyrrolidin-1-yl)propoxy]-1H,2H,3H-cyclopenta[b]quinolin-9-yl}-1,4-oxazepan-6-amine